C(C)(C)(C)NC(N[C@H](C(=O)NCC=1C=C2CN(C(C2=CC1)=O)C1C(NC(CC1)=O)=O)C1=CC=CC=C1)=O (2S)-2-(3-(tert-butyl)ureido)-N-((2-(2,6-dioxopiperidin-3-yl)-1-oxoisoindoline-5-yl)methyl)-2-phenylacetamide